tert-butyl (R)-4-(3-bromo-1-(3,5-difluorophenyl)-1H-pyrazolo[3,4-d]pyrimidin-4-yl)-2-methylpiperazine-1-carboxylate BrC1=NN(C2=NC=NC(=C21)N2C[C@H](N(CC2)C(=O)OC(C)(C)C)C)C2=CC(=CC(=C2)F)F